C(CC)N1C=C(C=2C1=NC=CC2)C=O 1-propyl-1H-pyrrolo[2,3-b]pyridine-3-carbaldehyde